CC=1C(=NON1)CC(=O)N1CCC(CC1)C1=NOC(=N1)C=1C=NC(=CC1)C 2-(4-methyl-1,2,5-oxadiazol-3-yl)-1-(4-(5-(6-methylpyridin-3-yl)-1,2,4-oxadiazol-3-yl)piperidin-1-yl)ethan-1-one